ClC1=C(C=C(C=C1)C1=NN(C(=N1)CC(=O)NCC=1C=CC=C2C=NNC12)CC)F 2-[3-(4-chloro-3-fluorophenyl)-1-ethyl-1H-1,2,4-triazol-5-yl]-N-[(1H-indazol-7-yl)methyl]acetamide